(7-(1-methyl-1H-pyrrolo[2,3-b]pyridin-6-yl)-2-azaspiro[3.5]nonan-2-yl)methanone CN1C=CC=2C1=NC(=CC2)C2CCC1(CN(C1)C=O)CC2